COC=1C=C(C=CC1NCC#CC=1N(C2=CC=CC(=C2C1)NC1CCNCC1)CC(F)(F)F)S(=O)(=O)N(C)C 3-methoxy-N,N-dimethyl-4-[(3-{4-[(piperidin-4-yl)amino]-1-(2,2,2-trifluoroethyl)-1H-indol-2-yl}prop-2-yn-1-yl)amino]benzene-1-sulfonamide